(3-fluorophenyl)-4-phenyl-2-((2-(trifluoromethyl)benzyl)thio)-1H-imidazole FC=1C=C(C=CC1)N1C(=NC(=C1)C1=CC=CC=C1)SCC1=C(C=CC=C1)C(F)(F)F